[N+](=[N-])=CC(CCC(C(SC(C)C)=O)NC([C@H](C)OC)=O)=O S-isopropyl 6-diazo-2-((S)-2-methoxypropanamido)-5-oxohexanethioate